COC(=O)C=1C=CC2=C(OCC(N2CC2=CC=CC=C2)=O)C1 4-benzyl-3-oxo-3,4-dihydro-2H-benzo[b][1,4]oxazine-7-carboxylic acid methyl ester